(S)-N-(1-(1-methoxyisoquinolin-4-yl)ethyl)-2-methylpropan-2-sulfinamide COC1=NC=C(C2=CC=CC=C12)C(C)N[S@@](=O)C(C)(C)C